4-((4-Cyclopropylnaphthalen-1-yl)amino)-6,7-dihydro-5H-cyclopenta[d]pyrimidine-2-thiol C1(CC1)C1=CC=C(C2=CC=CC=C12)NC=1C2=C(N=C(N1)S)CCC2